2-Amino-N-[1-(8-chloro-5-pyrazin-2-ylimidazo[1,5-a]pyridin-6-yl)ethyl]-pyrazolo[1,5-a]pyrimidine-3-carboxamide trifluoroacetate salt FC(C(=O)O)(F)F.NC1=NN2C(N=CC=C2)=C1C(=O)NC(C)C=1C=C(C=2N(C1C1=NC=CN=C1)C=NC2)Cl